2-[(2S)-2-aminopropyl]-3-bromo-5-chloro-N-[(thiophen-2-yl)methyl]thieno[3,2-b]pyridin-7-amine dihydrochloride Cl.Cl.N[C@H](CC1=C(C2=NC(=CC(=C2S1)NCC=1SC=CC1)Cl)Br)C